mercapto-N-(2-(methyl-(o-tolyl)amino)pyrimidin-5-yl)acetamide tert-butyl-(1-(3-(imidazo[1,2-a]pyridin-2-yl)benzoyl)piperidin-4-yl)carbamate C(C)(C)(C)N(C(O)=O)C1CCN(CC1)C(C1=CC(=CC=C1)C=1N=C2N(C=CC=C2)C1)=O.SCC(=O)NC=1C=NC(=NC1)N(C1=C(C=CC=C1)C)C